NC1(CN(C1)C1=CC2=C(C=N1)C1(CN(C1)C[C@H]1CN(C[C@H](O1)C)C=1C=3N(C(=CC1)C#N)N=CC3F)OC2)C 4-[(2S,6R)-2-[[6-(3-amino-3-methyl-azetidin-1-yl)spiro[1H-furo[3,4-c]pyridine-3,3'-azetidine]-1'-yl]methyl]-6-methyl-morpholin-4-yl]-3-fluoro-pyrazolo[1,5-a]pyridine-7-carbonitrile